methyl-3-(para-isopropylphenyl)propionaldehyde CC(C=O)CC1=CC=C(C=C1)C(C)C